C(C=C)(=O)NCC1=NN(C=2N=CC=C(C21)C(=O)N)C2=CC=C(C=C2)OC(F)(F)F 3-(Acrylamidomethyl)-1-(4-(trifluoromethoxy)phenyl)-1H-pyrazolo[3,4-b]pyridine-4-carboxamide